4-hydroxy-2-(pyridin-2-yl)pyrimidine-5-carboxylic acid OC1=NC(=NC=C1C(=O)O)C1=NC=CC=C1